NC1=NC=2C=CC=C(C2C2=C1N=C(N2)COCC)OCC(C)O 1-((4-Amino-2-(ethoxymethyl)-1H-imidazo[4,5-c]quinolin-9-yl)oxy)-2-propanol